N-[(2-chloro-4-cyanophenyl)-methyl]acetamid ClC1=C(C=CC(=C1)C#N)CNC(C)=O